(S)-1-(6-fluoro-4-(4-fluorophenyl)-3,4-dihydroquinoxalin-1(2H)-yl)-3-(3-hydroxypyrrolidin-1-yl)propan-1-one FC=1C=C2N(CCN(C2=CC1)C(CCN1C[C@H](CC1)O)=O)C1=CC=C(C=C1)F